C1(=CCC1)C(=O)OCC1=CC=CC=C1 benzyl cyclobut-1-ene-1-carboxylate